BrC1=CC=2C3(C4=CC(=CC=C4C2C=C1)Br)C1=CC=CC=C1C=1C=CC=CC13 2,7-dibromo-9,9'-spirobifluorene